pyrazine-2,3-dicarboxylic acid dichloride N1=C(C(=NC=C1)C(=O)Cl)C(=O)Cl